C1(CC1)C=1C=CC=C2C(=NC(=NC12)C)N 8-cyclopropyl-2-methyl-quinazolin-4-amine